C(CCCCCCC\C=C/CCCCCCCC)[N-]CCCCCCCC\C=C/CCCCCC N-oleyl-palmitoleylamide